tert-butyl 2'-(2-((4-chloro-5-(ethoxymethyl) pyrimidin-2-yl) oxy)-3-fluoropyridin-4-yl)-4'-oxo-1',4'-dihydrospiro[cyclopentane-1,7'-pyrrolo[3,2-c]pyridine]-5'(6'H)-carboxylate ClC1=NC(=NC=C1COCC)OC1=NC=CC(=C1F)C1=CC=2C(N(CC3(C2N1)CCCC3)C(=O)OC(C)(C)C)=O